N-cis-4-Hydroxytetrahydro-thiophen-3-yl-3-oxo-2-(pyridin-3-yl)-6-[4-(trifluoromethyl)phenyl]-2,3-dihydropyridazine-4-carboxamide OC1C(CSC1)C1=C(C(N(N=C1C1=CC=C(C=C1)C(F)(F)F)C=1C=NC=CC1)=O)C(=O)N